1-octylnonyl 8-[(3-aminopropyl){2-[(tert-butyl)bis(methyl)siloxy]-5-(undecyloxycarbonyl)pentyl}amino]-7-[(tert-butyl)bis(methyl)siloxy]octanoate NCCCN(CC(CCCCCC(=O)OC(CCCCCCCC)CCCCCCCC)O[Si](C)(C)C(C)(C)C)CC(CCCC(=O)OCCCCCCCCCCC)O[Si](C)(C)C(C)(C)C